1-(2-methylphenyl)-1,3-heptanedione CC1=C(C=CC=C1)C(CC(CCCC)=O)=O